ClC=1N=C(C=2OC[C@@H]3COC[C@H](N3C2N1)C)C(C)(C)O 2-((5R,8aS)-3-chloro-5-methyl-5,6,8a,9-tetrahydro-8H-7,10-dioxa-2,4,4b-triazaphenanthren-1-yl)-propan-2-ol